FC1=C(C=C(C=C1)NC(=O)N1CC(C1)F)N1N=C2N=CC(=CC2=C1)N1CCC(CC1)C(=O)O 1-(2-{2-fluoro-5-[(3-fluoroazetidine-1-carbonyl)amino]phenyl}-2H-pyrazolo[3,4-b]pyridin-5-yl)piperidine-4-carboxylic acid